ClC1=CC(=C(COC2=NC=3CN(CCC3C=C2)CCCC2=NC=3C(=NC(=CC3)C(=O)OC)N2C[C@H]2OCC2)C=C1)F methyl (S)-2-(3-(2-((4-chloro-2-fluorobenzyl) oxy)-5,8-dihydro-1,7-naphthyridin-7(6H)-yl) propyl)-3-(oxetan-2-ylmethyl)-3H-imidazo[4,5-b]pyridine-5-carboxylate